Br\C=C/1\C(N(C(N1CCOCCO[Si](C)(C)C(C)(C)C)=O)C)=O (Z)-5-(Bromomethylene)-1-(2-(2-((tert-butyldimethylsilyl)oxy)ethoxy)ethyl)-3-methylimidazolidine-2,4-dione